C(C1=CC=CC=C1)OC(=O)NC(CC[C@H]1CC(N(C1)C(=O)OC(C)(C)C)(C)C)C(=O)OC tert-butyl (4S)-4-[3-(benzyloxycarbonylamino)-4-methoxy-4-oxo-butyl]-2,2-dimethyl-pyrrolidine-1-carboxylate